ClC1=C(C=CC(=C1)Cl)C=1CCCC2=C(C1C1=CC=C(C=C1)O[C@@H]1CN(CC1)CCCF)C=CC(=C2)NC(C(=O)OCC)=O ethyl (S)-2-((8-(2,4-dichlorophenyl)-9-(4-((1-(3-fluoropropyl)pyrrolidin-3-yl)oxy)phenyl)-6,7-dihydro-5H-benzo[7]annulen-3-yl)amino)-2-oxoacetate